4-cyano-3-(trifluoromethyl)-1H-pyrazole-5-carboxylic acid ethyl ester C(C)OC(=O)C1=C(C(=NN1)C(F)(F)F)C#N